C(C)OC1=C(O[C@H]2CN(CCC2)C2=CN=CC(=N2)NC2=CN=CC(=N2)C=2C=C(C=CC2)CC(C(=O)O)(C)C)C=CC=C1 (R)-3-(3-(6-((6-(3-(2-ethoxyphenoxy)piperidin-1-yl)pyrazin-2-yl)amino)pyrazin-2-yl)phenyl)-2,2-dimethylpropanoic acid